FC=1C=C(C=C(C1F)F)C12[C@H](C=CC=3C[C@@H]4[C@@H]5C=C[C@@H]([C@@]([C@@]5(C13)CCN4C)(O2)C2=NC4=C(N2[C@@H]2CC[C@H](CC2)OC[2H])C=CC(=C4)C=4C(=NOC4C)C)O)O (S)-4-(3,4,5-trifluorophenyl)-5-(5-(3,5-dimethylisoxazol-4-yl)-1-((trans)-4-deuteromethoxycyclohexyl)-1H-benzo[d]imidazol-2-yl)morphine